(2r,3r,4r,5s)-3,4,5-tris(benzyloxy)-1-(5-chloro-2-fluorophenylethyl)-2-methylpiperidine C(C1=CC=CC=C1)O[C@@H]1[C@H](N(C[C@@H]([C@H]1OCC1=CC=CC=C1)OCC1=CC=CC=C1)CCC1=C(C=CC(=C1)Cl)F)C